5-(2,2-diethoxyethoxy)penta-2-ynal C(C)OC(COCCC#CC=O)OCC